ClCC=1C=C(C=C)C=CC1 m-(chloromethyl)styrene